4-((3-(1-(4-fluorobenzyl)-1H-benzo[d]imidazol-6-yl)-1H-pyrazol-5-yl)amino)-N-(1-methylpiperidin-4-yl)benzamide FC1=CC=C(CN2C=NC3=C2C=C(C=C3)C3=NNC(=C3)NC3=CC=C(C(=O)NC2CCN(CC2)C)C=C3)C=C1